OC[C@H]1N(CC2N(CCN(C2)C(=O)OC(C)(C)C)C1)C tert-butyl (7S)-7-(hydroxymethyl)-8-methyloctahydro-2H-pyrazino[1,2-a]pyrazine-2-carboxylate